C12(C(CCCC1)O2)CC2CCC(=O)OCC2 4-epoxycyclohexylmethyl-epsilon-caprolactone